4-{4-[4-(1-tert-butoxycarbonyl-1,2,3,6-tetrahydro-pyridin-4-yl)-3-methoxy-phenylcarbamoyl]-2-fluoro-phenyl}-piperazine-1-carboxylic acid tert-butyl ester C(C)(C)(C)OC(=O)N1CCN(CC1)C1=C(C=C(C=C1)C(NC1=CC(=C(C=C1)C=1CCN(CC1)C(=O)OC(C)(C)C)OC)=O)F